2-((1r,2s)-6'-bromo-2-chloro-1'-oxo-1'H-spiro[cyclopropane-1,4'-isoquinoline]-2'(3'h)-yl)acetic acid BrC=1C=C2[C@]3(CN(C(C2=CC1)=O)CC(=O)O)[C@H](C3)Cl